1H-pyrazol-4-yl-indoline-1-carboxamide N1N=CC(=C1)C1N(C2=CC=CC=C2C1)C(=O)N